C(C)(=O)N1C(CCC1)C(=O)NC(C1=CC=C(C=C1)C(C)C)C1=C(C=CC=C1)C 1-Acetyl-N-[(2-methylphenyl)[4-(propan-2-yl)phenyl]methyl]pyrrolidine-2-carboxamide